(R)-N-(5-(4-(4-chloro-5-fluoro-2-(2-hydroxypropan-2-yl)phenylamino)-1,3,5-triazin-2-ylamino)-2-(2-((dimethylamino)methyl)azetidin-1-yl)-4-methoxyphenyl)acrylamide ClC1=CC(=C(C=C1F)NC1=NC(=NC=N1)NC=1C(=CC(=C(C1)NC(C=C)=O)N1[C@H](CC1)CN(C)C)OC)C(C)(C)O